C(C)(C)N(C#N)CC(F)(F)F isopropyl-(2,2,2-trifluoroethyl)cyanamide